3-azabicyclo[4.1.0]Heptane-3-carboxylic acid methyl ester COC(=O)N1CC2CC2CC1